6-(1-((1-(4-nitrophenyl)piperidin-4-yl)methyl)piperidin-4-yl)-2-(4-phenoxyphenyl)-9,10-dihydro-4H-benzo[d]pyrazolo[1,5-a][1,3]diazepine-3-carboxamide [N+](=O)([O-])C1=CC=C(C=C1)N1CCC(CC1)CN1CCC(CC1)C=1C=CC2=C(NC=3N(CC2)N=C(C3C(=O)N)C3=CC=C(C=C3)OC3=CC=CC=C3)C1